6-bromo-N-[1-[3-[5-(difluoromethoxy)-2-pyridyl]pyrazin-2-yl]ethyl]-N-methyl-8-(trifluoromethyl)quinazolin-4-amine BrC=1C=C2C(=NC=NC2=C(C1)C(F)(F)F)N(C)C(C)C1=NC=CN=C1C1=NC=C(C=C1)OC(F)F